CC(CNC1C(CCCC1)N)C(C)C N-(2,3-dimethylbutyl)cyclohexane-1,2-diamine